FC(N1N=CC2=CC(=C(C=C12)OC1=CC=C(C=C1)OCCOC1CCOCC1)C(=O)N)F 1-(difluoromethyl)-6-[4-(2-tetrahydropyran-4-yloxyethoxy)phenoxy]indazole-5-carboxamide